OC1=CC=C(C=C2C(N(C(S2)=NN=C2C(NC3=CC=C(C=C23)C)=O)C2=CC=C(C=C2)C(C)(C)C)=O)C=C1 3-(2-(5-(4-hydroxybenzylidene)-3-(4-tert-butylphenyl)-4-oxothiazolidin-2-ylidene)hydrazono)-5-methylindol-2-one